1-[4-(difluoromethoxy)-3-(2-pyridyl)phenyl]-3-methyl-pyrazole-4-carboxylic acid FC(OC1=C(C=C(C=C1)N1N=C(C(=C1)C(=O)O)C)C1=NC=CC=C1)F